N-(3-Chloro-4-((1-Methyl-1H-pyrazol-3-yl)oxy)phenyl)-6-(piperazin-1-yl)quinazolin-4-amine ClC=1C=C(C=CC1OC1=NN(C=C1)C)NC1=NC=NC2=CC=C(C=C12)N1CCNCC1